O(C1=CC=CC=C1)C1=CC=C(C=C1)C#CC(C(C)(C)C)(O)C1=CC=CC=C1 1-(4-phenoxyphenyl)-4,4-dimethyl-3-phenylpent-1-yn-3-ol